COC(CCS(=O)Cl)(OC)OC trimethoxypropylthionylchloride